C(#N)\C=C(\C)/[O-].[Na+] Sodium (Z)-1-cyanoprop-1-en-2-olate